2-amino-1-(4-methoxyphenyl)ethan-1-one hydrochloride Cl.NCC(=O)C1=CC=C(C=C1)OC